FC=1C(=NC(=NC1)NC1CCN(CC1)C(C)=O)N1C[C@H](CCC1)C(=O)N1C[C@H](CC1)O 1-(4-((5-fluoro-4-((S)-3-((S)-3-hydroxypyrrolidine-1-carbonyl)piperidin-1-yl)pyrimidin-2-yl)amino)piperidin-1-yl)ethan-1-one